N(=[N+]=[N-])CC=1C=C2C=C(C=NC2=CC1)C1CC1 6-(azidomethyl)-3-cyclopropylquinoline